CC(=CCO)CCC=C(C)C 3,7-dimethyloctan-2,6-dien-1-ol